N-(4-(4-Amino-7-(1-isobutyrylpiperidin-4-yl)pyrrolo[2,1-f][1,2,4]triazin-5-yl)phenyl)-5-bromo-6-(ethoxymethyl)-2-oxo-1-phenyl-1,2-dihydropyridine-3-carboxamide NC1=NC=NN2C1=C(C=C2C2CCN(CC2)C(C(C)C)=O)C2=CC=C(C=C2)NC(=O)C=2C(N(C(=C(C2)Br)COCC)C2=CC=CC=C2)=O